C1CCCC12N(CCOC2)C=2N=C(C1=C(N2)N=CC=C1)NCC1=C(C=CC=C1)C(F)(F)F 2-(9-oxa-6-azaspiro[4.5]decan-6-yl)-N-(2-(trifluoromethyl)benzyl)pyrido[2,3-d]pyrimidin-4-amine